FC1=CC=C(C=C1)C1=C(C=2N(C(=N1)N)N=C(N2)C[C@H]2COCC2)C=2C=CC=1N(C2)C(=CN1)C (R)-7-(4-fluorophenyl)-8-(3-methylimidazo[1,2-a]pyridin-6-yl)-2-((tetrahydrofuran-3-yl)methyl)-[1,2,4]triazolo[1,5-c]pyrimidin-5-amine